Cl.C1(=C(C=CC=C1)NC(=N)N)C o-tolylguanidine hydrochloride